N1=CC(=CC=C1)C1=NOC(=N1)C12CC3(CC(CC(C1)C3)C2)NC(=O)C2=NC=CN=C2 Pyrazine-2-carboxylic acid [3-(3-pyridin-3-yl-[1,2,4]oxadiazol-5-yl)-adamantan-1-yl]-amide